C(=O)C1=CC=C(C(=O)OCC#N)C=C1 Cyanomethyl 4-formylbenzoate